NC(C1CC(NCC1)(C)C)C1=C(C=C(C(=C1)Cl)Cl)O (amino(2,2-dimethylpiperidin-4-yl)methyl)-4,5-dichlorophenol